5-(5-bromobenzo[d]thiazol-2-yl)Hexahydrocyclopenta[c]Pyrrole BrC=1C=CC2=C(N=C(S2)C2CC3C(CNC3)=C2)C1